C(C(=C)C)(=O)OCCOC=1C=C2C=C(C(OC2=CC1)=O)CC(=O)O 2-(6-(2-(methacryloyloxy)ethoxy)-2-oxo-2H-chromen-3-yl)acetic acid